3-Imidazo[1,2-a]pyridine-3-yl-propionic acid N=1C=C(N2C1C=CC=C2)CCC(=O)O